COC1=C(C2=CC=CC=C2C=C1)C(=O)P(C1=CC=C(C=C1)C1=CC=CC=C1)(C(=O)C1=C(C=CC2=CC=CC=C12)OC)=O bis-(2-methoxy-1-naphthoyl)-4-biphenylylphosphine oxide